(R)-6-chloro-1-(1-methylcyclopentyl)-7-(2-(((3-methylpyridin-2-yl)oxy)methyl)pyrrolidin-1-yl)-4-oxo-1,4-dihydroquinoline-3-carboxylic acid ClC=1C=C2C(C(=CN(C2=CC1N1[C@H](CCC1)COC1=NC=CC=C1C)C1(CCCC1)C)C(=O)O)=O